(S)-2-(1-(6-(5-((4-(cyclopropylmethyl)-3-methyl-2-oxo-2,3-dihydro-1H-imidazol-1-yl)methyl)-1-methyl-1H-1,2,3-triazol-4-yl)-2-methylpyridin-3-yl)-5,5-difluoropiperidin-3-yl)acetic acid C1(CC1)CC=1N(C(N(C1)CC1=C(N=NN1C)C1=CC=C(C(=N1)C)N1C[C@H](CC(C1)(F)F)CC(=O)O)=O)C